FC1=C(C=CC(=C1)F)C(C(O)N1N=CN=C1)CC 2-(2,4-difluorophenyl)-1-(1H-1,2,4-triazol-1-yl)butanol